1-(4-(2-fluorophenyl)-2-(pyrrolidin-1-yl)pyridin-3-yl)-3-(4-isopropylphenyl)urea FC1=C(C=CC=C1)C1=C(C(=NC=C1)N1CCCC1)NC(=O)NC1=CC=C(C=C1)C(C)C